N-[5-[4-[(1,1-dioxo-1,4-thiazinan-4-yl)methyl]phenyl]-[1,2,4]-triazolo[1,5-a]pyridin-2-yl]cyclopropanecarboxamide O=S1(CCN(CC1)CC1=CC=C(C=C1)C1=CC=CC=2N1N=C(N2)NC(=O)C2CC2)=O